(3R,4S) and (3S,4R)-3-fluoro-1-(3-methyloxetan-3-yl)piperidin-4-ol F[C@@H]1CN(CC[C@@H]1O)C1(COC1)C |r|